C(C)(C)(C)OC(NC(C(=O)NCC1=NC=CC=C1SCC1=CC=CC=C1)(C)C)=O (1-(((3-(benzylthio)pyridin-2-yl)methyl)amino)-2-methyl-1-oxoprop-2-yl)carbamic acid tert-butyl ester